1-(4-hydroxy-3-methoxyphenyl)-7-(4-oxoacetylcarbobenzoxy-3-methoxyphenyl)-1,6-heptadiene-3,5-dione OC1=C(C=C(C=C1)C=CC(CC(C=CC1=C(C(=CC=C1)OC)C(=O)OCC1=CC=C(C=C1)C(C=O)=O)=O)=O)OC